C(C)OC(C(CC(=O)O)OC(C=C)=O)=O acryloyloxysuccinic acid ethyl ester